NC1=NC(=NC(=N1)NC1=CC=CC=C1)NC=1C=CC(=C(C1)S(=O)(=O)[O-])\C=C/C1=C(C=C(C=C1)NC1=NC(=NC(=N1)N)NC1=CC=CC=C1)S(=O)(=O)[O-] 5-[(4-amino-6-anilino-1,3,5-triazin-2-yl)amino]-2-[(Z)-2-[4-[(4-amino-6-anilino-1,3,5-triazin-2-yl)amino]-2-sulfonatophenyl]ethenyl]benzenesulfonate